5-(2-fluoro-4-(1-methyl-1H-pyrazol-3-yl)benzyl)-4-oxo-N-(2-oxaspiro[3.3]heptan-6-yl)-4,5-dihydrofuro[3,2-c]pyridine-7-carboxamide FC1=C(CN2C(C3=C(C(=C2)C(=O)NC2CC4(COC4)C2)OC=C3)=O)C=CC(=C1)C1=NN(C=C1)C